4-(4-nitro-1H-pyrazol-1-yl)azepane hydrochloride Cl.[N+](=O)([O-])C=1C=NN(C1)C1CCNCCC1